3,7-dihydroxy-2-ethoxy-5-methoxy-6-methylflavan OC1C(OC2=CC(=C(C(=C2C1)OC)C)O)(C1=CC=CC=C1)OCC